FC(C=1C(=C(C=CC1)[C@@H](C)NC1=CC=NC2=CC=C(C=C12)N1CCN(CC1)C(C)=O)F)F (R)-1-(4-(4-((1-(3-(difluoromethyl)-2-fluorophenyl)ethyl)amino)quinolin-6-yl)piperazin-1-yl)ethan-1-one